N-(2-(7-cyclopropyl-3-chloronaphthalen-1-yl)ethyl)acetamide C1(CC1)C1=CC=C2C=C(C=C(C2=C1)CCNC(C)=O)Cl